O=C1NC(CCC1N1C(C2=CC=C(C(=C2C1=O)SCC1=CC=C(C=C1)CN1CCCCC1)F)=O)=O 2-(2,6-dioxopiperidin-3-yl)-5-fluoro-4-((4-(piperidin-1-ylmethyl)benzyl)thio)isoindoline-1,3-dione